tert-butyl (3-((2,4-dimethoxybenzyl)carbamoyl)cyclohexyl)carbamate COC1=C(CNC(=O)C2CC(CCC2)NC(OC(C)(C)C)=O)C=CC(=C1)OC